Dihydroxydimethyl-2-imidazolidinone OC1C(N(C(N1C)=O)C)O